OCCC(CCNC(OC(C)(C)C)=O)(C)C tert-butyl (5-hydroxy-3,3-dimethylpentyl)carbamate